5-bromo-4-(bromomethyl)-2-fluorobenzoic acid BrC=1C(=CC(=C(C(=O)O)C1)F)CBr